cyclohexane bis-carbonate C(O)(O)=O.C(O)(O)=O.C1CCCCC1